tert-butyl (S)-3-((R)-2-((4-(trifluoromethyl)benzyl)carbamoyl)pyrrolidine-1-carbonyl)piperidine-1-carboxylate FC(C1=CC=C(CNC(=O)[C@@H]2N(CCC2)C(=O)[C@@H]2CN(CCC2)C(=O)OC(C)(C)C)C=C1)(F)F